1-{[6-chloro-5-(trifluoromethyl)(2-pyridyl)]amino}-4-methyl-3-(3-methylbutyl)azoline-2,5-dione ClC1=C(C=CC(=N1)NN1C(C(=C(C1=O)C)CCC(C)C)=O)C(F)(F)F